8-(3-bromo-2-chlorophenyl)-6-chloro-9-(5-chloro-2-methoxybenzyl)-9H-purine BrC=1C(=C(C=CC1)C=1N(C2=NC=NC(=C2N1)Cl)CC1=C(C=CC(=C1)Cl)OC)Cl